ClC=1C=C2C(=CC(=NC2=CC1)C(F)(F)F)NCC1(CCN(CC1)C(=O)N)C1=CC=CC=C1 4-(((6-Chloro-2-(trifluoromethyl)quinolin-4-yl)amino)methyl)-4-phenylpiperidine-1-carboxamide